O1CCN(CC2=C1C=CC=C2)C(=O)C2CCN(CC2)C2=NC=C(C=N2)F (2,3-dihydrobenzo[f][1,4]oxazepine-4(5H)-yl)(1-(5-fluoropyrimidin-2-yl)piperidin-4-yl)methanone